(2R,3S,4S,5R)-N-(3-carbamoylphenyl)-3-[2-(difluoromethoxy)-3,4-difluoro-phenyl]-4,5-dimethyl-5-(trifluoromethyl)tetrahydrofuran-2-carboxamide C(N)(=O)C=1C=C(C=CC1)NC(=O)[C@@H]1O[C@]([C@H]([C@H]1C1=C(C(=C(C=C1)F)F)OC(F)F)C)(C(F)(F)F)C